diethyl 3-(pyren-1-yl)phthalate C1(=CC=C2C=CC3=CC=CC4=CC=C1C2=C34)C3=C(C(C(=O)OCC)=CC=C3)C(=O)OCC